ClC1=CC=C(C=C1)[C@H]1C[C@@H](CO1)C1=NOC(=N1)CN1C(=NC=2C1=NC=CC2)N 3-[[3-[(3R,5R)-5-(4-chlorophenyl)tetrahydro-furan-3-yl]-1,2,4-oxadiazol-5-yl]methyl]imidazo[4,5-b]pyridin-2-amine